methyl (E)-3-(4-(2-(4-((6-((4-cyano-2-fluorobenzyl)oxy)pyridin-2-yl)oxy)piperidin-1-yl)acetamido)-3-(((1-ethyl-1H-imidazol-5-yl)methyl)amino)phenyl)acrylate C(#N)C1=CC(=C(COC2=CC=CC(=N2)OC2CCN(CC2)CC(=O)NC2=C(C=C(C=C2)/C=C/C(=O)OC)NCC2=CN=CN2CC)C=C1)F